C(SCCCCCCCCC)OB(O)O 2-thia-undecylboric acid